C(C)(C)(C)OC(=O)NC1=CC(=C2C=CN(C2=C1)C(=O)OC(C)(C)C)CNC1=CN=C2C(=N1)N=C(C=C2)Cl tert-butyl 6-[(tert-butoxycarbonyl)amino]-4-[({6-chloropyrido[2,3-b]pyrazin-3-yl}amino)methyl]indole-1-carboxylate